COC1=C(C=CC(=N1)N1CC2(OCCO2)CC1)C=C 7-(6-methoxy-5-vinylpyridin-2-yl)-1,4-dioxa-7-azaspiro[4.4]nonane